N-(2-carbamoyl-4-(4-methylpiperazin-1-yl)phenyl)-4,6-dimethylpyrazolo[1,5-a]pyrazine-2-carboxamide C(N)(=O)C1=C(C=CC(=C1)N1CCN(CC1)C)NC(=O)C1=NN2C(C(=NC(=C2)C)C)=C1